2-[benzenesulfonyl-(2-chloro-5-trifluoromethyl-phenyl)-amino]-N-[3-(4-methyl-piperazin-1-yl)-benzyl]-acetamide C1(=CC=CC=C1)S(=O)(=O)N(CC(=O)NCC1=CC(=CC=C1)N1CCN(CC1)C)C1=C(C=CC(=C1)C(F)(F)F)Cl